ClC=1C=C(C=CC1CCN[C@H](C1=CC=CC=C1)[C@@H]1NC2=C(C=CC=C2NC1)C#N)[C@H](C(=O)O)C |&1:29| (R and S)-(3-chloro-4-(2-(((R)-((R)-8-cyano-1,2,3,4-tetrahydroquinoxalin-2-yl)(phenyl)methyl)amino)ethyl)phenyl)propanoic acid